N,N-dimethylethylendiamine CN(CCN)C